3-(methoxymethyl)-4-[(4-methoxyphenyl)methoxy]benzoic acid COCC=1C=C(C(=O)O)C=CC1OCC1=CC=C(C=C1)OC